FC1=CC=C(C=C2C(N(C(S2)=NN=C2C(NC3=CC=C(C=C23)C)=O)C2=CC=C(C=C2)CCCC)=O)C=C1 3-(2-(5-(4-fluorobenzylidene)-3-(4-n-butylphenyl)-4-oxothiazolidine-2-ylidene)hydrazono)-5-methyl-1H-indol-2-one